(S)-N-(5-(2-amino-[1,2,4]triazolo[1,5-a]pyridin-7-yl)-2-methylphenyl)-3-phenylisoxazolidine-2-carboxamide NC1=NN2C(C=C(C=C2)C=2C=CC(=C(C2)NC(=O)N2OCC[C@H]2C2=CC=CC=C2)C)=N1